C(=O)O.C(=O)O.FC(OC1=NC=CC=C1C1=CC2=C(O[C@@H](CN2)[C@@H](C2=CC=CC=C2)NCCC2=CC=C(C#N)C=C2)N=C1)F 4-(2-(((R)-((S)-7-(2-(difluoromethoxy)pyridin-3-yl)-2,3-dihydro-1H-pyrido[2,3-b][1,4]oxazin-3-yl)(phenyl)methyl)amino)ethyl)benzonitrile diformate